(Z)-5-((Z)-5-bromo-2-oxoindolin-3-ylidene)-3-phenyl-2-(phenylimino)thiazolidin-4-one BrC=1C=C2/C(/C(NC2=CC1)=O)=C/1\C(N(/C(/S1)=N/C1=CC=CC=C1)C1=CC=CC=C1)=O